3-Bromo-6-ethyl-2-(5-fluoropyridin-2-yl)-6,7-dihydro-4H-pyrazolo[5,1-c][1,4]oxazine BrC=1C(=NN2C1COC(C2)CC)C2=NC=C(C=C2)F